NC=1C=C(C=NC1)C=1N=C(C=2N(C1)C=CN2)NC2=CC=C(C=C2)N2CCOCC2 6-(5-aminopyridin-3-yl)-N-(4-morpholinophenyl)imidazo[1,2-a]pyrazin-8-amine